(2R)-2-(1-chloro-cyclopropyl)-4-[(1S)-2,2-dichlorocyclopropyl]-1-(1H-1,2,4-triazol-1-yl)butan-2-ol ClC1(CC1)[C@](CN1N=CN=C1)(CC[C@@H]1C(C1)(Cl)Cl)O